3-Bis(2-hydroxyethyl)amino-2-hydroxypropane OCCN(CC(C)O)CCO